((1-(2-(2-(2,6-dioxopiperidin-3-yl)-1,3-dioxoisoindol-4-yl)pyrrolidin-2-yl)methyl)piperazin-1-yl)4-oxobutanamide O=C1NC(CCC1N1C(C2=CC=CC(=C2C1=O)C1(NCCC1)CC1N(CCNC1)C(C(=O)N)CC=O)=O)=O